Cl.NC1C2CN(CC12)CC1=CC=C(C=C1)N1C(N=C(C=C1)NC(=O)N1C[C@@H](CC1)CN)=O (S)-N-(1-(4-((exo-6-Amino-3-azabicyclo[3.1.0]hexan-3-yl)methyl)phenyl)-2-oxo-1,2-dihydropyrimidin-4-yl)-3-(aminomethyl)pyrrolidine-1-carboxamide Hydrochloride Salt